butyl-9-(2-methylprop-1-en-1-ylidene)-9H-fluorene C(CCC)C1=CC=CC=2C3=CC=CC=C3C(C12)=C=C(C)C